C(#N)[C@@H]1CN(C[C@@H]1NC1=NN=C(C2=CC=CC=C12)C1=CC=C(C=C1)C(F)(F)F)C(=O)OC(C)(C)C cis-tert-butyl 3-cyano-4-((4-(4-(trifluoromethyl)phenyl)phthalazin-1-yl)amino)pyrrolidine-1-carboxylate